N5-(4-amino-3-fluorophenethyl)-2-(furan-2-yl)-[1,2,4]triazolo[1,5-a][1,3,5]triazine-5,7-diamine NC1=C(C=C(CCNC2=NC=3N(C(=N2)N)N=C(N3)C=3OC=CC3)C=C1)F